O1CC=NC=CC1 2,7-dihydro-1,4-oxaazepin